methyl 4-(1-isopropyl-4-(trifluoromethyl)-1H-imidazol-2-yl)cubane-1-carboxylate C(C)(C)N1C(=NC(=C1)C(F)(F)F)C12C3C4C5(C(C14)C2C53)C(=O)OC